C(C)(C)(C)OC(=O)N1CC(C1)(C)CP(=O)(C)C 3-(dimethylphosphorylmethyl)-3-methyl-azetidine-1-carboxylic acid tert-butyl ester